C(=O)(O)P(C(=O)O)C(=O)O tricarboxyl-phosphine